ethyl (7Z)-17-[(dimethylamino)methyl]pentacos-7-enoate CN(C)CC(CCCCCCCC\C=C/CCCCCC(=O)OCC)CCCCCCCC